NCC1=NNC(C2=CC=C(C=C12)C=1N=NN(C1C1=C(C2=C(S1)C=CC=C2)C#N)C)=O 2-(4-(4-(aminomethyl)-1-oxo-1,2-dihydrophthalazin-6-yl)-1-methyl-1H-1,2,3-triazol-5-yl)benzo[b]thiophene-3-carbonitrile